FC(C1=C(C=NN1CC)C(=O)N)F 5-(difluoromethyl)-1-ethyl-1H-pyrazole-4-carboxamide